COC=1C=C(CN(C2=CC(=NC=C2)CN2CC(NCC2)=O)CC2=CC(=CC=C2)N2CCN(CC2)C)C=CC1 4-((4-((3-methoxybenzyl)(3-(4-methylpiperazin-1-yl)benzyl)amino)pyridin-2-yl)methyl)piperazin-2-one